tert-butyl rac-(3R,4S)-4-[3-(2,4-dioxohexahydropyrimidin-1-yl)-1-methyl-indazol-6-yl]-3-hydroxy-piperidine-1-carboxylate O=C1N(CCC(N1)=O)C1=NN(C2=CC(=CC=C12)[C@H]1[C@H](CN(CC1)C(=O)OC(C)(C)C)O)C |r|